N1=C(C=CC2=CC=CC=C12)C1=NN=NN1CC1=CC=C(C(=O)NO)C=C1 4-[[5-(2-quinolinyl)tetrazol-1-yl]methyl]benzohydroxamic acid